NC1=NC=C(C2=C1C(=C(N2C)C2=C(C=C(C=C2)NC(C=C)=O)C)C2=CC=C(C=C2)OC2=NC=C(C(=N2)C)F)C#N N-(4-(4-amino-7-cyano-3-(4-((5-fluoro-4-methylpyrimidin-2-yl)oxy)phenyl)-1-methyl-1H-pyrrolo[3,2-c]pyridin-2-yl)-3-methylphenyl)acrylamide